CN1C(=NC=2CN(CCC21)CC2COC2)C(=O)N 1-methyl-5-(oxetan-3-yl-methyl)-4,5,6,7-tetrahydro-1H-imidazo[4,5-c]pyridine-2-carboxamide